C12(CC(C1)C2)COC2=NC1=C(C(=C(C=C1C(=N2)N2C[C@@](CCC2)(O)C)[N+](=O)[O-])C2=CC=CC1=CC=C(C(=C21)C#C)F)F (R)-1-(2-(bicyclo[1.1.1]pentan-1-ylmethoxy)-7-((S)-8-ethynyl-7-fluoronaphthalen-1-yl)-8-fluoro-6-nitroquinazolin-4-yl)-3-methylpiperidin-3-ol